Butanoic Acid C(CCC)(=O)O